C(C1=CC=CC=C1)OC=1C=C(C=CC1OC)C1=CC(=CC(=N1)N1CCCCC1)C#N 1-(6-(3-(benzyloxy)-4-methoxyphenyl)-4-cyanopyridin-2-yl)piperidine